C1(CC1)N1N=CC(=C1CO[C@H]1[C@@H]2CN([C@H](C1)C2)C=2SC1=C(N2)C(=CC(=C1)C(=O)O)[C@H]1COCC1)C1=C(C=CC=C1Cl)Cl 2-[(1S,4S,5R)-5-[[1-cyclopropyl-4-(2,6-dichlorophenyl)-1H-pyrazol-5-yl]methoxy]-2-azabicyclo[2.2.1]heptan-2-yl]-4-[(3S)-oxolan-3-yl]-1,3-benzothiazole-6-carboxylic acid